ClC1=NC2=C(C=CC=C2C(=N1)N[C@@H](C[C@@H]1CC[C@H](CC1)C1=CC=NC2=CC=C(C=C12)F)C)OC 2-chloro-N-((R)-1-((trans)-4-(6-fluoroquinolin-4-yl)cyclohexyl)propan-2-yl)-8-methoxyquinazolin-4-amine